sodium-calcium carbonate C([O-])([O-])=O.[Ca+2].[Na+]